(2RS)-2-ethylpentanoic acid C(C)[C@@H](C(=O)O)CCC |r|